FC=1C=C(\C=C\2/N=C(N(C2=O)CC(F)(F)F)C)C=C(C1O)F (Z)-4-(3,5-difluoro-4-hydroxybenzylidene)-2-methyl-1-(2,2,2-trifluoroethyl)-1H-imidazol-5(4H)-one